CC=1C(=C(C2=C(NC(=N2)N)C1)C)C trimethyl-1,3-benzodiazol-2-amine